OCC[C@@H]1N(C(OC1)(C)C)C(=O)OC(C)(C)C tert-butyl (S)-4-(2-hydroxyethyl)-2,2-dimethyloxazolidine-3-carboxylate